1-(tert-Butyl) 3-methyl (S)-3-((7-bromo-6-chloro-8-fluoro-2-((1-methylpyrrolidin-2-yl)methoxy)-3-nitroquinolin-4-yl)amino)azetidine-1,3-dicarboxylate BrC1=C(C=C2C(=C(C(=NC2=C1F)OC[C@H]1N(CCC1)C)[N+](=O)[O-])NC1(CN(C1)C(=O)OC(C)(C)C)C(=O)OC)Cl